2-(4-cyclopropyl-6-methoxypyrimidin-5-yl)-5-(4-(1-ethyl-4-(trifluoromethyl)-1H-imidazol-2-yl)-3-fluoro-5-methoxybenzyl)-[1,2,4]triazolo[1,5-a]pyridine C1(CC1)C1=NC=NC(=C1C1=NN2C(C=CC=C2CC2=CC(=C(C(=C2)OC)C=2N(C=C(N2)C(F)(F)F)CC)F)=N1)OC